8-Bromo-N-(5-chloro-6-(2H-1,2,3-triazol-2-yl)pyridin-3-yl)-7-methyl-2,3-dihydro-4H-pyrido[4,3-b][1,4]oxazine-4-carboxamide BrC1=C(N=CC2=C1OCCN2C(=O)NC=2C=NC(=C(C2)Cl)N2N=CC=N2)C